CC(C=C)O[SiH](C1=CC=CC=C1)C1=CC=CC=C1 (1-methyl-2-propenyl)oxydiphenylsilane